C(C)(C)(C)OC([C@@H](N)CSC(C1=CC=CC=C1)(C1=CC=CC=C1)C1=CC=CC=C1)=O S-trityl-cysteine tert-butyl ester